N-(3-(6-isopropyl-2-((2-methoxy-5-methyl-4-(4-methyl-1-piperazinyl)phenyl)amino)-7-oxo-8(7H)pteridinyl)phenyl)acrylamide C(C)(C)C1=NC=2C=NC(=NC2N(C1=O)C=1C=C(C=CC1)NC(C=C)=O)NC1=C(C=C(C(=C1)C)N1CCN(CC1)C)OC